(2S)-2-[(4R)-2-oxo-4-propylpyrrolidin-1-yl]butyramide O=C1N(C[C@@H](C1)CCC)[C@H](C(=O)N)CC